(2S,4S)-2-((difluoromethoxy)methyl)-4-(4-(4-iodophenoxy)pyrrolidin-1-yl)benzoate FC(OCC1=C(C(=O)[O-])C=CC(=C1)N1CC[C@@H](C1)OC1=CC=C(C=C1)I)F